COC1=CC=C(C2=C1NC(=N2)NC(NCC=2SC=CN2)=O)C=2C=NN(C2)C 3-[7-methoxy-4-(1-methyl-1H-pyrazol-4-yl)-1H-1,3-benzodiazol-2-yl]-1-[(1,3-thiazol-2-yl)methyl]urea